C(C)(C)(C)OC(=O)N1CCC2(CN(C2)C2=NC=C(C=C2)C=2C=3N(C=C(C2)OCC)N=C2C3C=NN2)CC1 2-(5-(6-ethoxy-1H-pyrazolo[3',4':3,4]pyrazolo[1,5-a]pyridin-4-yl)pyridin-2-yl)-2,7-diazaspiro[3.5]nonane-7-carboxylic acid tert-butyl ester